2-(3-((R or S)-1-(((S)-((R)-7-fluoro-2-oxo-1,2,3,4-tetrahydro-1,5-naphthyridin-3-yl)(phenyl)methyl)amino)propan-2-yl)phenyl)acetic acid FC1=CN=C2C[C@@H](C(NC2=C1)=O)[C@@H](C1=CC=CC=C1)NC[C@H](C)C=1C=C(C=CC1)CC(=O)O |o1:21|